N[C@H]1C=C[C@H](C1)C(=O)O (1S,4R)-(-)-4-(amino)-2-cyclopentene-1-carboxylic acid